cyclopent-yl carbonate 4-nitrophenyl-carbonate [N+](=O)([O-])C1=CC=C(C=C1)OC(O)=O.C(OC1CCCC1)(O)=O